CC1(OCCN(C1)C1=C(N(C2=CC=CC=C12)[C@@]1([C@H](C1)C)C1=NOC(N1)=O)C(=O)N(C1=CC=CC=C1)C)C (2,2-dimethylmorpholino)-N-methyl-1-((1S,2S)-2-methyl-1-(5-oxo-4,5-dihydro-1,2,4-oxadiazol-3-yl)cyclopropyl)-N-phenyl-1H-indole-2-carboxamide